11,11-Dimethyl-1,4,10-trioxadispiro[4.2.58.25]pentadecane CC1(OCC2(CCC3(OCCO3)CC2)CC1)C